6-chloro-2,4-dihydro-1H-spiro[isoquinoline-3,4'-piperidin]-3'-ol ClC=1C=C2CC3(C(CNCC3)O)NCC2=CC1